4-[[3-(3-Hydroxyphenyl)-5-(trifluoromethoxy)phenyl]methyl]piperazin OC=1C=C(C=CC1)C=1C=C(C=C(C1)OC(F)(F)F)CN1CCNCC1